N-((R*)-1-(2-((S)-Amino(4,4-difluorocyclohexyl)methyl)imidazo[1,2-b]pyridazin-7-yl)-3,3-difluoropropyl)-2-(3,3-difluorocyclobutyl)acetamide N[C@H](C=1N=C2N(N=CC(=C2)[C@@H](CC(F)F)NC(CC2CC(C2)(F)F)=O)C1)C1CCC(CC1)(F)F |o1:10|